(S)-2-((7-(6-((4-chloro-2-fluorobenzyl)oxy)pyridin-2-yl)-1H-indol-4-yl)methyl)-1-(oxetane-2-ylmethyl)-1H-benzo[d]imidazole-6-carboxylic acid methyl ester COC(=O)C=1C=CC2=C(N(C(=N2)CC2=C3C=CNC3=C(C=C2)C2=NC(=CC=C2)OCC2=C(C=C(C=C2)Cl)F)C[C@H]2OCC2)C1